(propenoic acid) sodium salt [Na+].C(C=C)(=O)[O-]